COC1=CC=C(C=C1)P(Cl)N(C)C 4-methoxyphenyl-(dimethylamino)chlorophosphine